(1-carbonyl-1,2-dihydro-isoquinolin-5-yl)-1-(trifluoromethyl)-N-(2-(trifluoromethyl)pyridin-4-yl)-1H-imidazole-5-carboxamide C(=O)=C1NC=CC2=C(C=CC=C12)C=1N(C(=CN1)C(=O)NC1=CC(=NC=C1)C(F)(F)F)C(F)(F)F